1-((4-(((S)-oxetan-2-yl)methyl)-4H-1,2,4-triazol-3-yl)methyl)piperidine O1[C@@H](CC1)CN1C(=NN=C1)CN1CCCCC1